2-methyl-6-isopropenyl-1,2,3,4-tetrahydroquinoline CC1NC2=CC=C(C=C2CC1)C(=C)C